(Z)-5-(1-cyano-2-(3,4-dihydroxy-5-nitrophenyl)vinyl)pyrazine-2-carboxylic acid methyl ester COC(=O)C1=NC=C(N=C1)/C(=C/C1=CC(=C(C(=C1)[N+](=O)[O-])O)O)/C#N